C1N(CCC12CNCCC2)C2=CC=C(N=N2)C2=C(C=C(C=C2)C=2C=NNC2)O 2-(6-(2,7-diazaspiro[4.5]decan-2-yl)pyridazin-3-yl)-5-(1H-pyrazol-4-yl)phenol